8-((S)-4-acryloyl-2-methylpiperazin-1-yl)-11-(2,4-difluorophenyl)-10-(trifluoromethyl)-3,4-dihydro-2H,6H-[1,4]thiazepino[2,3,4-ij]quinazolin-6-one C(C=C)(=O)N1C[C@@H](N(CC1)C1=NC(N2C3=C(C(=C(C=C13)C(F)(F)F)C1=C(C=C(C=C1)F)F)SCCC2)=O)C